C(C=C)OC1=C(C=CC=C1)OCC1=CC=CC=C1 (allyloxy)-2-(benzyloxy)benzene